N[C@@H](CN1N=CC(=C1)S(=O)(=O)NC=1C=CC(=C2C(=CNC12)C#N)Cl)C(F)(F)F 1-[(2S)-2-Amino-3,3,3-trifluoropropyl]-N-(4-chloro-3-cyano-1H-indol-7-yl)pyrazol-4-sulfonamid